6-(((3S,4R,5R,6R)-4,5-dihydroxy-6-(hydroxymethyl)tetrahydro-2H-pyran-3-yl)amino)-2-methoxypyrimidine-4-carboxamide O[C@@H]1[C@H](CO[C@@H]([C@@H]1O)CO)NC1=CC(=NC(=N1)OC)C(=O)N